(S)-6-(1-amino-1,3-dihydrospiro[indene-2,4'-piperidine]-1'-yl)-3-(1-methylspiro[azetidine-3,1'-indan]-3'-yl)-1,5-dihydro-4H-pyrazolo[3,4-d]pyrimidin-4-one NC1C2=CC=CC=C2CC12CCN(CC2)C=2NC(C1=C(N2)NN=C1[C@H]1CC2(C3=CC=CC=C13)CN(C2)C)=O